4-[(2-hydroxyethyl)amino]-2-[(1-methyl-1H-pyrazol-4-yl)amino]pyrimidine-5-carboxamide OCCNC1=NC(=NC=C1C(=O)N)NC=1C=NN(C1)C